C12COCC(N1C=1SC3=C(N1)C=CC(=C3C(=O)NC=3C=NC(=CC3C(NC3=CC(=C(C=C3)F)C3CC3)=O)OC)OC)C2 2-(3-Oxa-6-azabicyclo[3.1.1]heptan-6-yl)-N-(4-((3-cyclopropyl-4-fluorophenyl)carbamoyl)-6-methoxypyridin-3-yl)-6-methoxybenzo[d]thiazole-7-carboxamide